1-amino-3,3-dimethyl-pyrrolidin-2-one hydrochloride Cl.NN1C(C(CC1)(C)C)=O